ClC1=C(C=C2CCNCC2=C1)NC1=NC=C(C(=N1)C1=CC=2C(NCCCC2S1)=O)C(F)(F)F 2-(2-((7-Chloro-1,2,3,4-tetrahydroisoquinolin-6-yl)amino)-5-(trifluoromethyl)pyrimidin-4-yl)-5,6,7,8-tetrahydro-4H-thieno[3,2-c]azepin-4-one